(12S)-6-(benzyloxy)-20-nitro-6-(trifluoromethyl)-22-oxa-3,4,16,21-tetraazatetracyclo[15.3.1.12,5.012,16]docosa-1(21),2,4,9,17,19-hexaene-18-carboxamide C(C1=CC=CC=C1)OC1(C2=NN=C(C=3C(=CC(=C(N4CCC[C@H]4CC=CCC1)N3)C(=O)N)[N+](=O)[O-])O2)C(F)(F)F